N-chlorophthalimide C1=CC=C2C(=C1)C(=O)N(C2=O)Cl